(2-((1-cyclopropyl-1H-pyrazol-4-yl)amino)-5-(difluoromethyl)pyrimidin-4-yl)benzoic acid C1(CC1)N1N=CC(=C1)NC1=NC=C(C(=N1)C1=C(C(=O)O)C=CC=C1)C(F)F